C[N+](C)(C)CCOC(=O)CCC(=O)OCC[N+](C)(C)C diacetylcholine